Cl.C1(CC1)C=1C=NN2C(=NC(=CC21)N[C@H]2C[C@@H](CNC2)O)NC2=CC(=CC=C2)F (3S,5S)-5-((3-cyclopropyl-7-((3-fluorophenyl)amino)pyrazolo[1,5-c]pyrimidin-5-yl)amino)piperidin-3-ol hydrochloride